3-(6,7-dichloro-2-(3-(trifluoromethyl)-1H-1,2,4-triazol-5-yl)-1H-indol-3-yl)-1H-pyrazol-5-ol ClC1=CC=C2C(=C(NC2=C1Cl)C1=NC(=NN1)C(F)(F)F)C1=NNC(=C1)O